N-(4-(sec-butyl)phenyl)diphenylamine C(C)(CC)C1=CC=C(C=C1)N(C1=CC=CC=C1)C1=CC=CC=C1